CCOCCOC(C=1C(C(=O)O)=CC=CC1)=O.C(C=1C(C(=O)OC)=CC=CC1)(=O)OC dimethyl phthalate (2-ethoxy)ethyl-phthalate